[Zn].[Mn].[Mg].[Al].FC=1C=C(C=C(C1)OC)C1=NC=C(C=N1)CO (2-(3-fluoro-5-methoxyphenyl)pyrimidin-5-yl)methanol Aluminium-Magnesium-manganese-zinc